N1CC(C1)C=1C=CC(=NC1)OC 5-(azetidin-3-yl)-2-methoxy-pyridine